C1CCC12OCCNC2 5-oxa-8-azaspiro[3.5]nonane